({3-Cyano-4'-[(6S)-6-(2-methoxy-2-oxoethyl)-2,3,9-trimethyl-6H-thieno[3,2-f][1,2,4]triazolo[4,3-a][1,4]diazepin-4-yl][1,1'-biphenyl]-4-yl}oxy)acetic acid C(#N)C=1C=C(C=CC1OCC(=O)O)C1=CC=C(C=C1)C1=N[C@H](C=2N(C3=C1C(=C(S3)C)C)C(=NN2)C)CC(=O)OC